ClC1=C(C=NNC1=O)CCCN1CC2(C1)CC(C2)CN2C(C1=C(C=C2)C=NN1C)=O 6-[[2-[3-(5-chloro-6-oxo-1H-pyridazin-4-yl)propyl]-2-azaspiro[3.3]heptan-6-yl]methyl]-1-methyl-pyrazolo[3,4-c]pyridin-7-one